NC1=NC2=CC=C(C=C2C=C1I)C(=O)OC methyl 2-amino-3-iodoquinoline-6-carboxylate